S(OC1=CC=C(C=C1)\N=N\C1=CC(=C(C(=C1)Cl)O)Cl)(=O)(=O)F (E)-4-((3,5-dichloro-4-hydroxyphenyl)diazenyl)phenyl sulfurofluoridate